N1(C=NC=C1)CC=1C=C(C=C2C(=CC=NC12)Br)OC 8-((1H-imidazol-1-yl)methyl)-4-bromo-6-methoxyquinoline